5-(2-([1,1'-biphenyl]-4-yl)vinyl)-2-hydroxybenzoic acid C1(=CC=C(C=C1)C=CC=1C=CC(=C(C(=O)O)C1)O)C1=CC=CC=C1